6-chloro-3-methyl-1-(oxan-4-yl)pyrazolo[3,4-d]pyrimidine ClC1=NC=C2C(=N1)N(N=C2C)C2CCOCC2